5-hydroxystearyl alcohol OC(CCCCO)CCCCCCCCCCCCC